NC1=NC2=CC=C(C=C2C=C1C)C(=O)N(CC1=NC=C(C=C1)C(F)(F)F)[C@@H]1CC(C2=CC=CC=C12)(C)C 2-amino-N-((1R)-3,3-dimethyl-2,3-dihydro-1H-inden-1-yl)-3-methyl-N-((5-(trifluoromethyl)-2-pyridinyl)methyl)-6-quinolinecarboxamide